COC1=CC=C(OC2=C(C=CC=C2)NN)C=C1 2-(4-methoxyphenoxy)phenylhydrazine